(E)-4-(Dimethylamino)-N-(isoindolin-4-yl)-N-methylbut-2-enamide dihydrochloride Cl.Cl.CN(C/C=C/C(=O)N(C)C1=C2CNCC2=CC=C1)C